BrC=1C=CC=C2C(C(NC12)=O)=CC1=CC(=C(C(=C1)Br)OCCO)Br 7-bromo-3-(3,5-dibromo-4-(2-hydroxyethoxy)benzylidene)indolin-2-one